NC=1C(=C(C=CC1)C=1N=C2C=C(C(=NC2=CC1)NC1=C(C=CC=C1)C)NC(=O)C1=NSC2=C1C=C(C=C2)F)C N-(6-(3-amino-2-methylphenyl)-2-(o-tolylamino)-1,5-naphthyridin-3-yl)-5-fluorobenzo[d]isothiazole-3-carboxamide